2,2-difluoro-N-[(1R,2S)-3-methyl-1-[1-(1-methyl-6-oxopyridin-3-yl)indazol-5-yl]oxy-1-phenylbutan-2-yl]propanamide FC(C(=O)N[C@H]([C@@H](C1=CC=CC=C1)OC=1C=C2C=NN(C2=CC1)C1=CN(C(C=C1)=O)C)C(C)C)(C)F